5-bromo-2-fluoro-N-(thiazol-4-yl)benzenesulfonamide BrC=1C=CC(=C(C1)S(=O)(=O)NC=1N=CSC1)F